3-(4-((2-((tert-butyldimethylsilyl)oxy)ethyl)sulfonyl)phenoxy)-6-(tetrahydro-2H-pyran-2-yl)-6H-thieno[2,3-e]indazole [Si](C)(C)(C(C)(C)C)OCCS(=O)(=O)C1=CC=C(OC2=CSC3=C4C=NN(C4=CC=C32)C3OCCCC3)C=C1